tert-butyl (3R)-3-[(E)-[hydrazino(methylsulfanyl)methylene]amino]piperidine-1-carboxylate N(N)/C(/SC)=N\[C@H]1CN(CCC1)C(=O)OC(C)(C)C